C(#C)C1=NC(=NC=C1)N1CC(CCC1)C=C 4-ethynyl-2-(3-vinylpiperidin-1-yl)pyrimidine